C12(CC(C1)C2)N2N=NC(=C2)C(C2=C1C=CN(C(C1=CC=C2)=O)C)O 5-{[1-(Bicyclo[1.1.1]pentan-1-yl)-1H-1,2,3-triazol-4-yl](hydroxy)methyl}-2-methylisoquinolin-1(2H)-one